OC1=CC(=CC=2N(C(=NC21)C)S(=O)(=O)C2=CC=C(C=C2)C)C(=O)N(C)C 4-hydroxy-N,N,2-trimethyl-1-[(4-tolyl)sulfonyl]-1H-benzo[d]imidazole-6-formamide